FC1=C(C(=O)NC2=CC(=NC=C2)NO)C(=CC=C1C(F)(F)F)OC1=C(C=C(C=C1)F)C 2-fluoro-6-(4-fluoro-2-methylphenoxy)-N-(2-(N-hydroxylamino)pyridin-4-yl)-3-(trifluoromethyl)benzamide